NCC1CCCCC1 p-aminomethyl-cyclohexane